2'-(5-Fluoro-2-((5-(1-methylpiperidin-4-yl)pyridin-2-yl)amino)pyrimidin-4-yl)-5'-methyl-2,3,5,5',6,6'-hexahydro-4'H-spiro[pyran-4,7'-thieno[3,2-c]pyridin]-4'-one FC=1C(=NC(=NC1)NC1=NC=C(C=C1)C1CCN(CC1)C)C1=CC=2C(N(CC3(C2S1)CCOCC3)C)=O